Cl.ClC1=NC=CC(=N1)C(N)=N chloropyrimidine-4-carboximidamide HCl salt